ClC1=C(N=C(NC1=O)C1=CC(=NC=C1)F)CN1CCOCC1 5-chloro-2-(2-fluoro-4-pyridyl)-4-(morpholinomethyl)-1H-pyrimidin-6-one